(R)-(4-(4-(difluoromethyl)pyrazolo[1,5-a]pyridin-2-yl)-6,7-dihydro-1H-imidazo[4,5-c]pyridin-5(4H)-yl)(6-methoxypyrazolo[1,5-a]pyridin-3-yl)methanone FC(C=1C=2N(C=CC1)N=C(C2)[C@@H]2N(CCC1=C2N=CN1)C(=O)C=1C=NN2C1C=CC(=C2)OC)F